CN(C1=C(C=NC=2NC3=C(C=C(C(=C3C21)F)F)NC)C=2C=C1C(C(=CN(C1=NC2)C(CCO)C)C(=O)O)=O)C 6-[4-(dimethylamino)-5,6-difluoro-8-(methylamino)-9H-pyrido[2,3-b]indol-3-yl]-1-(3-hydroxy-1-methyl-propyl)-4-oxo-1,8-naphthyridine-3-carboxylic acid